ClC=1C=CC(=C(C1)NC(=O)N=[S@@](=O)(N)C=1C=NN2C1OCCC2)C2=CC(=NC=C2)OC (S)-N'-((5-chloro-2-(2-methoxypyridin-4-yl)phenyl)carbamoyl)-6,7-dihydro-5H-pyrazolo[5,1-b][1,3]oxazine-3-sulfonimidamide